methyl 5-methylsulfanylbenzothiophene-2-carboxylate CSC=1C=CC2=C(C=C(S2)C(=O)OC)C1